2,6-Dibromo-4-[(6,7-dimethoxyquinazolin-4-yl)amino]phenol BrC1=C(C(=CC(=C1)NC1=NC=NC2=CC(=C(C=C12)OC)OC)Br)O